methyl N-[4-carbamoyl-1-[4-(cyanomethyl)-3-fluoro-1-[[4-(2-furyl)-3-hydroxy-phenyl]methyl]-4-piperidyl]pyrazol-3-yl]carbamate C(N)(=O)C=1C(=NN(C1)C1(C(CN(CC1)CC1=CC(=C(C=C1)C=1OC=CC1)O)F)CC#N)NC(OC)=O